FC(C1=CC=C(C=C1)C=1N=CC2=C(N1)C=NO2)(F)F 5-(4-(trifluoromethyl)phenyl)isoxazolo[4,5-d]pyrimidine